(S)-4-(6-((1-(6-(4-fluoro-1H-pyrazol-1-yl)pyridin-3-yl)ethyl)(methyl)amino)pyridine-3-yl)-6-(2-hydroxypropoxy)pyrazolo[1,5-a]pyridine-3-carbonitrile FC=1C=NN(C1)C1=CC=C(C=N1)C(C)N(C1=CC=C(C=N1)C=1C=2N(C=C(C1)OC[C@H](C)O)N=CC2C#N)C